NC1=NC(=C(C(=C1C#N)C=1C=C(C=CC1)C1=CC=C(C=C1)Br)C#N)C1=CC=CC=C1 2-amino-4-(4'-bromo-[1,1'-biphenyl]-3-yl)-6-phenylpyridine-3,5-dicarbonitrile